3-(1-(tert-butyloxycarbonyl)pyrrolidin-2-yl)propiolic acid C(C)(C)(C)OC(=O)N1C(CCC1)C#CC(=O)O